ClC1=C(C=CC(=C1)Cl)C1C(CC1)NC(=O)C=1C(=NC=CC1)C(F)(F)F N-[2-(2,4-Dichlorophenyl)cyclobutyl]-2-(trifluoromethyl)pyridin-3-carboxamid